C(CCC)N(CCCC)C[Si](OCC)(OCC)OCC N,N-di-n-butyl-aminomethyl-triethoxysilane